(R)-N-(3-(5-fluoropyrimidin-2-yl)-4-(trifluoromethyl)phenyl)-3-methoxyazepane-1-carboxamide FC=1C=NC(=NC1)C=1C=C(C=CC1C(F)(F)F)NC(=O)N1C[C@@H](CCCC1)OC